(1S,4R)-4-((S)-2-(3-Fluoro-4-isopropoxybenzyl)-6-(methoxycarbonyl)-7-methyl-6,7,8,9-tetrahydro-3H-imidazo[4,5-f]chinolin-3-yl)cyclohexan FC=1C=C(CC=2N(C=3C(=C4CC[C@@H](N(C4=CC3)C(=O)OC)C)N2)C2CCCCC2)C=CC1OC(C)C